1-((E)-3-((2R,3S)-3-hydroxypiperidin-2-yl)allyl)-1H-indole-3-carboxylic acid dihydrochloride Cl.Cl.O[C@@H]1[C@H](NCCC1)/C=C/CN1C=C(C2=CC=CC=C12)C(=O)O